Carbonic acid (R)-2-acetylamino-2-benzylcarbamoyl-ethyl ester isobutyl ester C(C(C)C)OC(OC[C@H](C(NCC1=CC=CC=C1)=O)NC(C)=O)=O